NC1CCC(CC1)NC1=NC=CC(=N1)C=1C=NC=CC1OC1=CC(=C(C=C1F)NS(=O)(=O)C1CC1)Cl N-[4-[[3-[2-[(1r,4r)-(4-Aminocyclohexyl)amino]pyrimidin-4-yl]-4-pyridyl]oxy]-2-chloro-5-fluorophenyl]cyclopropylsulfonamide